ClC=1C=C2C(=CC=NC2=C(C1)F)C(C)=O 1-(6-chloro-8-fluoroquinolin-4-yl)ethanone